1-oxo-5-(piperazin-1-yl)isoindoline O=C1NCC2=CC(=CC=C12)N1CCNCC1